1-acetyl-4,6-dibromo-5-hydroxy-1H-indol-3-yl 2,3,4-tri-O-acetyl-β-D-glucopyranosiduronic acid C(C)(=O)O[C@H]1[C@H](OC2=CN(C3=CC(=C(C(=C23)Br)O)Br)C(C)=O)O[C@@H]([C@H]([C@@H]1OC(C)=O)OC(C)=O)C(=O)O